Hydroxymethylcyclohexylethanon OCCC(=O)C1CCCCC1